OC=1C=C(C=CC1)\C=C\C(=O)C1=C(C=CC=C1)O 3,2'-Dihydroxychalcone